N=1N(N=CC1)C1=C(C=C(C=N1)NC(=O)C=1C=CC(=NC1OC)C1=NC=CC=C1C)C(F)(F)F N-(6-(2H-1,2,3-triazol-2-yl)-5-(trifluoromethyl)pyridin-3-yl)-6-methoxy-3'-methyl-[2,2'-bipyridine]-5-carboxamide